C(C)(C)(C)OC(=O)N1CCN(CCN(CCN(CC1)CC=1N(C(C=CC1)=O)OCC1=CC=CC=C1)C(=O)OC(C)(C)C)CC=1N(C(C=CC1)=O)OCC1=CC=CC=C1 4,10-bis({[1-(benzyloxy)-6-oxopyridin-2-yl]methyl})-1,4,7,10-tetraazacyclododecane-1,7-dicarboxylic acid 1,7-di-tert-butyl ester